COC1=CC=C(C=N1)OC1=CC=C(C(=O)N2CCC(CC2)C2=C(C=C(N=N2)N)C)C=C1 6-(1-{4-[(6-Methoxypyridin-3-yl)oxy]benzoyl}piperidin-4-yl)-5-methylpyridazin-3-amine